BrC1=CC2=C(CCCN(C2=O)C)C=C1 8-Bromo-2-methyl-4,5-dihydro-3H-2-benzazepin-1-one